ClCC(=O)NC1=C(C=CC=C1)C1=C(C=C(C=C1)NC(CC1=CC=C(C=C1)S(=O)(=O)CC)=O)C chloro-N-(4'-(2-(4-(ethylsulfonyl)phenyl)acetamido)-2'-methyl-[1,1'-biphenyl]-2-yl)acetamide